biguanide-d N(C(=N)NC(=N)N)[2H]